NC1=CC2=C(OCC(CN2)OCCO)C=C1 7-amino-2,3,4,5-tetrahydro-3-(2-hydroxyethoxy)benzo[b][1,4]oxazepine